racemic-2-methylsulfonyl-1-phenyl-ethanol CS(=O)(=O)C[C@H](O)C1=CC=CC=C1 |r|